C1(=CC=CC=C1)S(=O)(=O)/C=C/CNC(=O)C=1C(NC=2CCN(CC2C1)C(CCOC)=O)=O N-[(2E)-3-(benzenesulfonyl)prop-2-en-1-yl]-6-(3-methoxypropanoyl)-2-oxo-1,2,5,6,7,8-hexahydro-1,6-naphthyridine-3-carboxamide